nonyl N-hexylcarbamate C(CCCCC)NC(OCCCCCCCCC)=O